4-acetoxyimino-5-oxo-5-(4-(phenylthio)phenyl)pentanoate C(C)(=O)ON=C(CCC(=O)[O-])C(C1=CC=C(C=C1)SC1=CC=CC=C1)=O